C(C)NC(=O)N1CCC(CC1)C1=CC(=NO1)C 1-(5-((1-ethylamino-carbonyl)piperidin-4-yl)-1H-isoxazol-3-yl)-methane